C1(CC1)C1=NNC(=N1)C1CC2(CN(C2)C(=O)N2CC3(C2)CCN(CC3)CC3=CC(=NO3)C(F)(F)F)C1 [6-(3-cyclopropyl-1H-1,2,4-triazol-5-yl)-2-azaspiro[3.3]heptan-2-yl]-[7-[[3-(trifluoromethyl)isoxazol-5-yl]methyl]-2,7-diazaspiro[3.5]nonan-2-yl]methanone